1-(3-methyl-[1,2,4]triazolo[4,3-b]pyridazin-6-yl)hydrazine CC1=NN=C2N1N=C(C=C2)NN